C(C)(C)(C)O[C@@H]([C@@H](C(=O)N1[C@@H]([C@H]2C([C@H]2C1)(C)C)C(=O)N[C@@H](C[C@H]1C(NCCC1)=O)C#N)NC(C(F)(F)F)=O)C (1R,2S,5S)-3-((2S,3R)-3-(tert-butoxy)-2-(2,2,2-trifluoroacetamido)butanoyl)-N-((S)-1-cyano-2-((S)-2-oxopiperidin-3-yl)ethyl)-6,6-dimethyl-3-azabicyclo[3.1.0]hexane-2-carboxamide